tris(4-propylphenyl)-sulfonium C(CC)C1=CC=C(C=C1)[S+](C1=CC=C(C=C1)CCC)C1=CC=C(C=C1)CCC